C1(=CC=CC=C1)C1=CC=CC2=NSN=C21 4-phenylbenzo[c][1,2,5]thiadiazole